5'-Methyl-2'-(5-methyl-2-((5-(1-methylpiperidin-4-yl)pyridin-2-yl)amino)pyrimidin-4-yl)spiro[cyclopropane-1,6'-thieno[2,3-c]pyrrol]-4'(5'H)-oneON CN1C2(C3=C(C1=O)C=C(S3)C3=NC(=NC=C3C)NC3=NC=C(C=C3)C3CCN(CC3)C)CC2=O